(R)-1'-(6-((2-Amino-3-chloropyridin-4-yl)thio)-1,2,4-triazin-3-yl)-5,7-dihydrospiro[cyclopenta[b]pyridine-6,4'-piperidin]-5-yl-2-methylpropane-2-sulfinamide NC1=NC=CC(=C1Cl)SC1=CN=C(N=N1)N1CCC2(CC1)C(C=1C(=NC=CC1)C2)CC(C)([S@@](=O)N)C